N1=CN=C(C2=C1SC1=C2CCC1)C=1CCN(CC1)CC=1C=C2CN(C(C2=CC1)=O)N1C(NC(CC1)=O)=O 1-(5-((4-(6,7-dihydro-5H-cyclopenta[4,5]thieno[2,3-d]pyrimidin-4-yl)-3,6-dihydropyridin-1(2H)-yl)methyl)-1-oxoisoindolin-2-yl)dihydropyrimidine-2,4(1H,3H)-dione